2-Chloro-N-{2-[4-(difluoromethyl)-1,3-thiazol-5-yl]-2-[4-({1-methyl-1H-pyrazolo[3,4-d]pyrimidin-4-yl}oxy)piperidin-1-yl]ethyl}-6-fluorobenzamide ClC1=C(C(=O)NCC(N2CCC(CC2)OC2=C3C(=NC=N2)N(N=C3)C)C3=C(N=CS3)C(F)F)C(=CC=C1)F